Benzyl N-{(S)-[3-(1-amino-3,3-difluorocyclobutyl)imidazo[1,2-b][1,2,4]triazin-6-yl](4,4-difluorocyclohexyl)methyl}carbamate NC1(CC(C1)(F)F)C1=NC=2N(N=C1)C=C(N2)[C@@H](NC(OCC2=CC=CC=C2)=O)C2CCC(CC2)(F)F